C(CC(=O)NN)[C@@H](C(=O)O)N L-glutamic acid-γ-hydrazide